1-Allyl-3-ethylimidazolium-bis(trifluoromethylsulfonyl)imid [N-](S(=O)(=O)C(F)(F)F)S(=O)(=O)C(F)(F)F.C(C=C)N1C=[N+](C=C1)CC